ClC1=C(C#N)C=CC(=C1)N1CC2(C[C@@H]1C)CCN(CC2)C2=CC=C(C=C2)C(=O)N2CCC(CC2)CN2CCN(CC2)C2=CC(=CC=C2)N[C@@H]2C(NC(CC2)=O)=O 2-Chloro-4-((S)-8-(4-(4-((4-(3-(((S)-2,6-dioxo-piperidin-3-yl)amino)-phenyl)piperazin-1-yl)-methyl)piperidine-1-carbonyl)phenyl)-3-methyl-2,8-diazaspiro[4.5]decan-2-yl)benzonitrile